Methyl 5-(((3-chloropyrazin-2-yl)methyl)carbamoyl)tetrahydrofuran-2-carboxylate ClC=1C(=NC=CN1)CNC(=O)C1CCC(O1)C(=O)OC